COC(=O)C=1C=CC2=C(N(C(=N2)[C@H](C)N2CCC(CC2)C2=NC(=CC=C2)OCC2=C(C=C(C=C2)Br)F)C[C@H]2OCC2)C1 2-((S)-1-(4-(6-((4-Bromo-2-fluorobenzyl)oxy)pyridin-2-yl)piperidin-1-yl)ethyl)-1-(((S)-oxetan-2-yl)methyl)-1H-benzo[d]imidazole-6-carboxylic acid methyl ester